6,7-dimethoxyquinazoline-4-thiol COC=1C=C2C(=NC=NC2=CC1OC)S